C=C1C(=O)OCC1 Methyl-yl-Butyrolacton